4-(6-((R)-3-Methylmorpholinyl)-1H-pyrrolo[2,3-b]pyridin-3-yl)-N-((S)-piperidine-3-yl)-5-(trifluoromethyl)pyrimidin-2-amine C[C@H]1N(CCOC1)C1=CC=C2C(=N1)NC=C2C2=NC(=NC=C2C(F)(F)F)N[C@@H]2CNCCC2